C(C)O[Si](CCCO)(OCC)OCC 3-(triethoxysilyl)-1-propanol